4-(5-Amino-2-(4-(difluoromethyl)phenoxy)phenyl)-6-methyl-1,6-dihydro-7H-pyrrolo[2,3-c]pyridin-7-one NC=1C=CC(=C(C1)C=1C2=C(C(N(C1)C)=O)NC=C2)OC2=CC=C(C=C2)C(F)F